CC(C)(COP(=O)(O)OP(=O)(O)OC[C@@H]1[C@H]([C@H]([C@@H](O1)N2C=NC3=C(N=CN=C32)N)O)OP(=O)(O)O)[C@H](C(=O)NCCC(=O)NCCSC(=O)C4=CC(CC=C4)O)O The molecule is an acyl-CoA that results from the formal condensation of the thiol group of coenzyme A with the carboxy group of 3-hydroxycyclohexa-1,5-diene-1-carboxylic acid. It derives from a cyclohexa-1,5-diene-1-carbonyl-CoA. It is a conjugate acid of a 3-hydroxycyclohexa-1,5-diene-1-carbonyl-CoA(4-).